CC(CC=O)CCCC(C)C 3,7-dimethyloctan-1-aldehyde